ethyl 1-(1-(1-hydroxy-2-methylpropan-2-yl)-1H-pyrazol-4-yl)-6-methylpiperidine-3-carboxylate OCC(C)(C)N1N=CC(=C1)N1CC(CCC1C)C(=O)OCC